C1(CC1)C1=NC(=C2N1CCN(C2)C(C)=O)N2CCCC1=CC(=CC=C21)C=2C=NC=C(C2)S(=O)(=O)C 1-(3-cyclopropyl-1-(6-(5-(methylsulfonyl)pyridin-3-yl)-3,4-dihydroquinolin-1(2H)-yl)-5,6-dihydroimidazo[1,5-a]pyrazin-7(8H)-yl)ethan-1-one